(1S,2R)-2-((R)-8-Fluoro-5H-imidazo[5,1-a]isoindol-5-yl)-7-oxaspiro[3.5]nonan-1-ol FC1=CC=C2[C@H](N3C(C2=C1)=CN=C3)[C@@H]3[C@@H](C1(C3)CCOCC1)O